CN1C2=C(C=3C=CC=CC13)C=NNC2=O 5-methyl-3,5-dihydro-4H-pyridazino[4,5-b]indol-4-one